N-(4-chloro-2-methylphenyl)-5-(2,4-dimethylphenyl)-1H-pyrazol-3-amine ClC1=CC(=C(C=C1)NC1=NNC(=C1)C1=C(C=C(C=C1)C)C)C